Cl[Si](N[Si](C)(Cl)Cl)(C)Cl 1,1,3,3-tetrachloro-1,3-dimethyldisilazane